[6-[3-(1-hydroxycyclopropyl)-1,2,4-triazol-1-yl]-2-azaspiro[3.3]heptan-2-yl]-[(6R)-6-[[4-(trifluoromethylsulfonyl)phenyl]methyl]-2-azaspiro[3.4]octan-2-yl]methanone OC1(CC1)C1=NN(C=N1)C1CC2(CN(C2)C(=O)N2CC3(C2)C[C@H](CC3)CC3=CC=C(C=C3)S(=O)(=O)C(F)(F)F)C1